4-chloro-5,7-difluoroquinoline-3-carboxylic acid ethyl ester C(C)OC(=O)C=1C=NC2=CC(=CC(=C2C1Cl)F)F